CCC(C)C(=O)O[C@H]1[C@H]2[C@H]([C@@H](C(=O)[C@H](C[C@@H](C[C@]1(C)O)O)C)OC(=O)/C(=C\\C)/C)C(=C)C(=O)O2 The molecule is a germacranolide isolated from the aerial parts of Carpesium divaricatum. It exhibits cytotoxicity against the human tumor cells, A-549 (nonsmall cell lung), SK-OV-3 (ovary), SK-MEL-2 (skin), XF-498 (central nervous system) and HCT-15 (colon). It has a role as a metabolite and an antineoplastic agent. It is a diol, a secondary alcohol, a cyclic ketone, a tertiary alcohol, an enoate ester and a germacranolide.